(1S,2R,3R,5R)-3-((6-chloropyridazin-3-yl)amino)-2-fluoro-9-azabicyclo[3.3.1]Nonane-9-carboxylic acid tert-butyl ester C(C)(C)(C)OC(=O)N1[C@@H]2[C@@H]([C@@H](C[C@H]1CCC2)NC=2N=NC(=CC2)Cl)F